OCCOC(=O)C=1C=C(C=C(C1)C(=O)OCCO)S(=O)(=O)[O-].C1(=CC=CC=C1)[P+](C1=CC=CC=C1)(C1=CC=CC=C1)C1=CC=CC=C1 tetraphenylphosphonium 3,5-di-(β-hydroxyethoxycarbonyl)benzenesulfonate